FC(C=1C(=C(C=CC1)[C@@H](C)NC1=NC(=NC2=CC(=C(C=C12)OC)OC1COCC1)C)F)F N-((R)-1-(3-(difluoromethyl)-2-fluorophenyl)ethyl)-6-methoxy-2-methyl-7-((tetrahydrofuran-3-yl)oxy)quinazolin-4-amine